BrC=1C=C2CCN(C(C2=CC1OC)=O)C=1C=CC(=C(C1)NS(=O)(=O)C)OCOCCOC N-(5-(6-bromo-7-methoxy-1-oxo-3,4-dihydroisoquinolin-2(1H)-yl)-2-((2-methoxyethoxy)methoxy)phenyl)methanesulfonamide